N-Isopropyl-maleimide C(C)(C)N1C(C=CC1=O)=O